tert-butyl 3-(methoxy(methyl)carbamoyl)-6-fluoro-1H-indole-1-carboxylate CON(C(=O)C1=CN(C2=CC(=CC=C12)F)C(=O)OC(C)(C)C)C